N-(4-([1,2,4]triazolo[1,5-a]pyridin-7-yloxy)-3-methylphenyl)-6-bromo-5-fluoroquinazolin-4-amine N=1C=NN2C1C=C(C=C2)OC2=C(C=C(C=C2)NC2=NC=NC1=CC=C(C(=C21)F)Br)C